BrC1=C(C=C(C=C1)C(C)(F)F)OC 1-bromo-4-(1,1-difluoroethyl)-2-methoxybenzene